5-Methylphenazinium ethylsulfate C(C)OS(=O)(=O)[O-].C[N+]1=C2C=CC=CC2=NC2=CC=CC=C12